BrC=1C=CC(=C(CNC(OC(C)(C)C)=O)C1)OCC1=NC=CC=C1 tert-Butyl (5-bromo-2-(pyridin-2-ylmethoxy)benzyl)carbamate